O1C(C1)COC1=CC=C2C=CC(OC2=C1)=O 7-(oxiran-2-ylmethoxy)-2H-chromen-2-one